C(#N)C=1C=CC(=C(C1)C1=CN=C(O1)C(=O)OCC)F ethyl 5-(5-cyano-2-fluorophenyl)oxazole-2-carboxylate